3-(3-((tert-butyldimethylsilyl)oxy)-2-fluoropropoxy)-2',5,5'-trimethyl-4-nitro-2'H-1,3'-bipyrazole [Si](C)(C)(C(C)(C)C)OCC(COC1=NN(C(=C1[N+](=O)[O-])C)C=1N(N=C(C1)C)C)F